(E)-2,6-difluoro-N-(2-methoxy-5-(4-(4-(4-oxopent-2-enoyl)piperazin-1-yl)pyrido[2,3-d]pyrimidin-6-yl)pyridin-3-yl)benzenesulfonamide FC1=C(C(=CC=C1)F)S(=O)(=O)NC=1C(=NC=C(C1)C1=CC2=C(N=CN=C2N2CCN(CC2)C(\C=C\C(C)=O)=O)N=C1)OC